BrC=1C(=C(C(=O)OC(C)(C)C)C(=CC1)CBr)OC(=O)OC(C)(C)C tert-butyl 3-bromo-6-(bromomethyl)-2-((tert-butoxycarbonyl)oxy)benzoate